4-(5-cyano-2-methoxyphenyl)-6-(cyanomethyl)-N-(5-(4-cyanophenyl)thiazolo[5,4-b]pyridin-2-yl)nicotinamide C(#N)C=1C=CC(=C(C1)C1=CC(=NC=C1C(=O)NC=1SC2=NC(=CC=C2N1)C1=CC=C(C=C1)C#N)CC#N)OC